OC[C@H](C)NC=1N=CC2=C(C3=C(NC=4C(=CC=CC34)P(C)(C)=O)CCC2)N1 (S)-(2-((1-hydroxypropan-2-yl)amino)-5,6,7,8-tetrahydropyrimido[4',5':3,4]cyclohepta[1,2-b]indol-9-yl)dimethylphosphine oxide